C(C)[Si](C=C)(C=C)CCC ethyl-(n-propyl)divinyl-silane